N-benzylidene-3-methyl(diethoxysilyl)propan-1-amine C(C1=CC=CC=C1)=NC(CCC)[SiH](OCC)OCC